(S)-3-(3-chloro-4-fluorophenyl)-1-ethyl-1-(6-oxo-1,2,3,4,5,6,7,8,9,10-decahydrophenanthridin-1-yl)urea ClC=1C=C(C=CC1F)NC(N([C@H]1CCCC=2NC(C=3CCCCC3C12)=O)CC)=O